ethyl 2-(3-nitropyridin-4-yl)imidazo[1,2-a]pyrazine-3-carboxylate [N+](=O)([O-])C=1C=NC=CC1C=1N=C2N(C=CN=C2)C1C(=O)OCC